F[C@H]1[C@@H]([C@]2(CN([C@@]1(C2)C)C)C)N(C2=NN=C(S2)C2=C(C=C(C=C2)N2C=NC=C2)O)C 2-(5-(((1R,4R,5R,6S)-6-fluoro-1,2,4-trimethyl-2-azabicyclo[2.2.1]heptan-5-yl)(methyl)amino)-1,3,4-thiadiazol-2-yl)-5-(1H-imidazol-1-yl)phenol